[Ni].[Os] osmium-nickel